FC1=C(C=CC(=C1)F)C1=C(C=C2C(=NC(N3C2=C1SC[C@@H]3CN3CCN(CC3)C3COC3)=O)N3[C@H](CNCC3)C)C(F)(F)F (3S)-10-(2,4-difluorophenyl)-7-((S)-2-methylpiperazin-1-yl)-3-((4-(oxetan-3-yl)piperazin-1-yl)methyl)-9-(trifluoromethyl)-2H-[1,4]thiazino[2,3,4-ij]quinazolin-5(3H)-one